3-(pyridin-4-yl)bicyclo[1.1.1]pentan-1-amine hydrochloride Cl.N1=CC=C(C=C1)C12CC(C1)(C2)N